C[C@H]1N(CCN(C1)C)C1=CC(=C2CN(C(C2=C1)=O)C1=CC(=CC=C1)[C@@](C(C1=NN=CN1C)(F)F)(C)F)C(F)(F)F 6-((R)-2,4-Dimethylpiperazin-1-yl)-2-(3-((R)-1,1,2-trifluoro-1-(4-methyl-4H-1,2,4-triazol-3-yl)propan-2-yl)phenyl)-4-(trifluoromethyl)isoindolin-1-one